(2R,4R)-1-(3-chloro-2-fluorobenzyl)-4-((5-fluoro-6-((5-methyl-1H-pyrazol-3-yl)amino)-4-pivaloylpyridin-2-yl)methyl)-2-methylpiperidine-4-carboxylic acid ClC=1C(=C(CN2[C@@H](C[C@@](CC2)(C(=O)O)CC2=NC(=C(C(=C2)C(C(C)(C)C)=O)F)NC2=NNC(=C2)C)C)C=CC1)F